C1(CCC(N1C(C(=O)[O-])CCCCNC(CCSSC1=NC=CC=C1)=O)=O)=O succinimidyl-6-(3'-[2-pyridyl-dithio]propionamido)hexanoate